2-[4-(1,3-benzothiazol-2-ylmethyl)piperazin-1-yl]-N-ethylsulfonyl-4-isobutoxy-benzamide S1C(=NC2=C1C=CC=C2)CN2CCN(CC2)C2=C(C(=O)NS(=O)(=O)CC)C=CC(=C2)OCC(C)C